BrC=1C=C(C=CC1)C1=NC2=C(NC(C1)=O)C=C(C=C2)[N+](=O)[O-] 4-(3-Bromophenyl)-8-nitro-1H-benzo[b][1,4]diazepin-2(3H)-one